8-Cyano-5-methyl-2-oxo-1,2-dihydroquinazolin C(#N)C=1C=CC(=C2C=NC(NC12)=O)C